di(p-tert-butylphenyl)iodonium trifluoromethanesulfonate FC(S(=O)(=O)[O-])(F)F.C(C)(C)(C)C1=CC=C(C=C1)[I+]C1=CC=C(C=C1)C(C)(C)C